O1CC(C1)OC1=CC=C(C=N1)N 6-(oxetan-3-yloxy)pyridin-3-amine